CC1OC(CN(C1)C1=C(C=C(C(=N1)C)C1(C2CC3(CC(CC1C3)C2)N)N)F)C 4-(6-(2,6-dimethylmorpholino)-5-fluoro-2-methylpyridin-3-yl)adamantan-1,4-diamine